O=C1NC(CCC1N(C=1C=C(C=CC1)N1CCC(CC1)CN1CCN(CC1)C(=O)OC(C)(C)C)C)=O tert-butyl 4-((1-(3-((2,6-dioxopiperidin-3-yl)(methyl)amino)phenyl)piperidin-4-yl)methyl)piperazine-1-carboxylate